6-(5-chloro-2-fluorophenyl)-3-[3-(methylsulfanyl)propoxy]pyridazin-4-amine ClC=1C=CC(=C(C1)C1=CC(=C(N=N1)OCCCSC)N)F